Ethyl (R)-3-cinnamyl-2-oxotetrahydro-2H-pyran-3-carboxylate C(C=CC1=CC=CC=C1)[C@@]1(C(OCCC1)=O)C(=O)OCC